C[C@@]12CC[C@@H]3[C@@]([C@H]1CC=C4[C@]2(CC[C@@]5([C@H]4CC(CC5)(C)C)C(=O)O)C)(C(=O)C[C@@H](C3(C)C)O)C The molecule is a pentacyclic triterpenoid that is olean-12-ene substituted by a carboxy group at position 28, a beta-hydroxy group at position 3 and an oxo group at position 1. It has been isolated from Juglans sinensis. It has a role as a plant metabolite. It is a pentacyclic triterpenoid, a cyclic terpene ketone and a hydroxy monocarboxylic acid. It derives from a hydride of an oleanane.